N-(2,5-dichloropyrimidin-4-yl)-1-(methylsulfonyl)-1,2,3,4-tetrahydroquinolin-8-amine ClC1=NC=C(C(=N1)NC=1C=CC=C2CCCN(C12)S(=O)(=O)C)Cl